5-amino-7-(3-cyanophenyl)-N-ethyl-8-(2-methoxypyridin-4-yl)imidazo[1,2-c]pyrimidine-2-carboxamide NC1=NC(=C(C=2N1C=C(N2)C(=O)NCC)C2=CC(=NC=C2)OC)C2=CC(=CC=C2)C#N